1-(6-amino-3-bromo-2-fluorophenyl)pentyn-3-ol NC1=CC=C(C(=C1C#CC(CC)O)F)Br